CN(C1CN(CC1)C=1C=CC(=NC1)NC1=NC=C(C(=N1)C1=C(C2=C(N(C(=N2)C)C(C)C)S1)C)F)C N-[5-[3-(Dimethylamino)pyrrolidin-1-yl]pyridin-2-yl]-4-(2,6-dimethyl-3-propan-2-ylthieno[2,3-d]imidazol-5-yl)-5-fluoropyrimidin-2-amine